Cl.O1CCC(CC1)OC=1C=C(C=CC1)NC(=O)[C@@H]1CNC[C@H]1C1=CC=CC=C1 |r| (±)-trans-N-[3-(tetrahydro-2H-pyran-4-yloxy)phenyl]-4-phenylpyrrolidine-3-carboxamide hydrochloride